B(O)(O)C=1C=C(C(=O)N)C=C(C1)Cl 3-BORONO-5-CHLOROBENZAMIDE